isobutyl-dithiophosphate C(C(C)C)SP(=S)([O-])[O-]